FC1=CC(=CC=2N(C(=NC21)C)C(C)C)C#N 4-fluoro-1-isopropyl-2-methyl-1H-benzimidazol-6-nitrile